1-(9Z-nonadecenoyl)-2-(8Z,11Z,14Z-eicosatrienoyl)-glycero-3-phospho-(1'-sn-glycerol) CCCCCCCCC/C=C\CCCCCCCC(=O)OC[C@H](COP(=O)(O)OC[C@H](CO)O)OC(=O)CCCCCC/C=C\C/C=C\C/C=C\CCCCC